((S)-1-{5-[(R)-(1,3-dimethyl-azetidin-3-yl)-hydroxy-(4-isopropyl-phenyl)-methyl]-pyridin-3-yl}-pyrrolidin-3-yl)-ethanone CN1CC(C1)(C)[C@@](C=1C=C(C=NC1)N1C[C@H](CC1)C(C)=O)(C1=CC=C(C=C1)C(C)C)O